allyl-[2,5-dimesitylimidazo[1,5-a]pyridin-3-ylidene]chloropalladium(II) C(C=C)[Pd-2](Cl)=C1N(C=C2N1C(=CC=C2)C2=C(C=C(C=C2C)C)C)C2=C(C=C(C=C2C)C)C